CC(=CCC/C(=C/CC/C(=C/CC/C(=C/CC/C(=C\\CC/C(=C\\CC/C(=C\\CC/C(=C\\CC/C(=C\\CC/C(=C\\CC/C(=C\\COP(=O)([O-])[O-])/C)/C)/C)/C)/C)/C)/C)/C)/C)/C)C The molecule is an organophosphate oxoanion obtained by deprotonation of the phosphate OH groups of tritrans,heptacis-undecaprenyl phosphate; major species at pH 7.3. It is a conjugate base of a tritrans,heptacis-undecaprenyl phosphate.